1-(bicyclo[2.2.2]oct-1-ylmethyl)-2-thioxo-1,2,3,5-tetrahydro-4H-pyrrolo[3,2-d]pyrimidin-4-one C12(CCC(CC1)CC2)CN2C(NC(C1=C2C=CN1)=O)=S